N-(2-((3-chloro-5-fluoropyridin-2-yl)oxy)ethyl)-3-fluoro-N-methylpropan-1-amine ClC=1C(=NC=C(C1)F)OCCN(CCCF)C